C(O)C(C(=O)O)(CCCC)CO 2,2-dimethylolhexanoic acid